m-trifluoromethoxybenzonitrile FC(OC=1C=C(C#N)C=CC1)(F)F